3-((5-methyl-4-nitro-1-(tetrahydro-2H-pyran-4-yl)-1H-pyrazol-3-yl)oxy)propyl methanesulfonate CS(=O)(=O)OCCCOC1=NN(C(=C1[N+](=O)[O-])C)C1CCOCC1